CC=1C=NN(C1)C[C@@H]1N2C=3C(=C(SC3C(NC1)=O)C=1C=NNC1)CCC2 (R)-6-((4-methyl-1H-pyrazol-1-yl)methyl)-2-(1H-pyrazol-4-yl)-4,5,7,8-tetrahydro-3H-1-thia-5a,8-diazabenzo[cd]azulen-9(6H)-one